phenyl ((S)-1-((R or S)-3-(2-(5-fluorothiophen-2-yl)ethyl)-1-(2-(6-methylpyridin-3-yl)propan-2-yl)pyrrolidin-3-yl)ethyl)carbamate FC1=CC=C(S1)CC[C@@]1(CN(CC1)C(C)(C)C=1C=NC(=CC1)C)[C@H](C)NC(OC1=CC=CC=C1)=O |o1:8|